(S)-2-(1-(4-chloro-6-methoxypyrimidin-5-yl)cyclopropane-1-carboxamido)-4-(((S)-3-fluoro-2-methoxypropyl)(4-(5,6,7,8-tetrahydro-1,8-naphthyridin-2-yl)butyl)amino)butanoic acid ClC1=NC=NC(=C1C1(CC1)C(=O)N[C@H](C(=O)O)CCN(CCCCC1=NC=2NCCCC2C=C1)C[C@@H](CF)OC)OC